C(#N)C1=CN=C2N1N=C(C=C2NC2=CC=CC(=N2)C(=O)N[C@@H](C(F)(F)F)C)NC21CC3(CC(CC(C2)C3)C1)O 6-({3-cyano-6-[(3-hydroxyadamantan-1-yl)amino]imidazo[1,2-b]pyridazin-8-yl}amino)-N-[(2R)-1,1,1-trifluoropropan-2-yl]pyridine-2-carboxamide